O1CCN(CC1)CCOC1=CC2=C(N=C(S2)N)C=C1 6-(2-morpholinoethoxy)benzo[d]thiazol-2-amine